C(#C)C1=CC=C(OCCOC=2C=C(C=CC2)N2C(=NC=C2)C)C=C1 1-(3-(2-(4-ethynylphenoxy)ethoxy)phenyl)-2-methyl-1H-imidazole